CN1C(C(=C(C2=CC=CC=C12)N1CCC(CC1)C=1OC2=C(N1)C=C(C=C2)OCC2OCCC2)C(=O)N)=O 1-methyl-2-oxo-4-(4-{5-[(oxolane-2-yl)methoxy]-1,3-benzooxazol-2-yl}piperidin-1-yl)-1,2-dihydroquinoline-3-carboxamide